3-Methyl-2-benzofuranyl-ethanone CC1=C(OC2=C1C=CC=C2)CC=O